5-isobutyl-3,7-dimethyloct-4-en-1-yl acetate C(C)(=O)OCCC(C=C(CC(C)C)CC(C)C)C